N[C@H](C(=O)N[C@H](C(=O)NC1=CC=C(C=C1)C[N+]1=C(C(=CC(=C1)C1CCCC1)F)NC(C1=C(C=CC(=C1)[N+](=O)[O-])SC1=NN=NN1C)=O)C)C(C)C N-[1-[[4-[[(2S)-2-[[(2S)-2-amino-3-methyl-butanoyl]amino]propanoyl]amino]phenyl]methyl]-5-cyclopentyl-3-fluoro-pyridin-1-ium-2-yl]-2-(1-methyltetrazol-5-yl)sulfanyl-5-nitro-benzamide